CC1(C2=CC=CC=C2C3=C1C=C(C=C3)N(C4=CC=CC=C4)C5=CC6=C(C=C5)C7=CC=CC=C7C6(C)C)C N,N-bis(9,9-dimethyl-9H-fluoren-2-yl)aniline